NC1=C(C(=C(C=C1F)C(C)=O)O)[N+](=O)[O-] 1-(4-amino-5-fluoro-2-hydroxy-3-nitrophenyl)ethan-1-one